CC=1N=NC=C(C1[C@H](C)OC=1C=C2C(=NNC2=CC1)C=1C=C(C#N)C=C(C1)OC)C 3-[5-[(1S)-1-(3,5-dimethylpyridazin-4-yl)ethoxy]-1H-indazol-3-yl]-5-methoxy-benzonitrile